CC=1C=C(C=C2C=CC=NC12)N[C@H]1CN(CC1)C(=O)OC(C)(C)C tert-butyl (R)-3-((8-methylquinolin-6-yl)amino)pyrrolidine-1-carboxylate